3-bromopropane-1-yne BrCC#C